N-[(3S)-3-hydroxybutyl]-5-(1-methyl-1H-pyrazol-3-yl)-6-[4-(trifluoromethyl)phenoxy]pyridine-3-carboxamide O[C@H](CCNC(=O)C=1C=NC(=C(C1)C1=NN(C=C1)C)OC1=CC=C(C=C1)C(F)(F)F)C